chlorodichloro-ruthenium Cl[Ru](Cl)Cl